ClC=1C=C2N=C3CCCCC3=C(C2=CC1)NCCCN(CCCNC(CN1C(C2=CC=CC=C2C1=O)=O)=O)C N-(3-{[3-(6-Chloro-1,2,3,4-tetrahydro-acridin-9-ylamino)-propyl]-methyl-amino}-propyl)-2-(1,3-dioxo-1,3-dihydro-isoindol-2-yl)-acetamide